C(CCCCCCCCCCCCC)(=O)OCCOC(CCCCCCCCCCCCC)=O ethylene bismyristate